CC1(COC2=C1C(=CC=C2)OC2=CC=C(C=N2)N2C(NC=1C2=NN(C1)C)=O)C 6-[6-[(3,3-dimethyl-2H-benzofuran-4-yl)oxy]-3-pyridyl]-2-methyl-4H-imidazo[4,5-c]pyrazol-5-one